1-(2-hydroxy-4,5-dimethoxyphenyl)ethanone OC1=C(C=C(C(=C1)OC)OC)C(C)=O